Methyl [m-({4-[2-amino-6-(m-cyanophenyl)-4-pyrimidinyl]-1H-1,2,3-triazol-1-yl}methyl)phenoxy]acetate NC1=NC(=CC(=N1)C=1N=NN(C1)CC=1C=C(OCC(=O)OC)C=CC1)C1=CC(=CC=C1)C#N